ClC1=C(C=CC=C1C1=NC=CC(=C1Cl)C1=NC(=C(C=C1)CNCC1NC(CC1)=O)OC)NC1=NC=CC(=C1F)CNCC(=O)O ((2-((2-chloro-3-(3'-chloro-6-methoxy-5-((((5-oxopyrrolidin-2-yl)methyl)amino)methyl)-[2,4'-bipyridin]-2'-yl)phenyl)amino)-3-fluoropyridin-4-yl)methyl)glycine